OC(CCCCCCCC(=O)O)C1C(C(C(CCCCC)O)O)O1 9,12,13-trihydroxy-10,11-epoxyoctadecanoic acid